OC(C)(C)C1=NC=C2C(=N1)NNC2=O 6-(2-hydroxypropan-2-yl)-1,2-dihydro-3H-pyrazolo[3,4-d]pyrimidin-3-one